C(#N)C1=C(C=CC2=C1SC(=C2)B(O)O)CC(C)C (7-Cyano-6-isobutylbenzo[b]thiophen-2-yl)boronic acid